[Cl-].CC[N+](C)(C)CCCNC(C=C)=O methylacrylamidopropyltrimethyl-ammonium chloride